(S)-3-acetyl-6-(4-(trifluoromethyl)phenyl)-2,3,4,4a,5,6-hexahydro-1H-pyrazino[1,2-a]quinoxalin-1-one C(C)(=O)N1C[C@H]2N(C3=CC=CC=C3N(C2)C2=CC=C(C=C2)C(F)(F)F)C(C1)=O